Trans-N-[[3-[4-[[(3R,4R)-1-tert-butyl-3-fluoro-4-piperidyl]amino]-1-(2,2,2-trifluoroethyl)indol-2-yl]-1,2,4-oxadiazol-5-yl]methyl]-1-(2-methoxy-1-methyl-ethyl)pyrrole-3-carboxamide C(C)(C)(C)N1C[C@H]([C@@H](CC1)NC1=C2C=C(N(C2=CC=C1)CC(F)(F)F)C1=NOC(=N1)CNC(=O)C1=CN(C=C1)C(COC)C)F